ClC1=C(C(=O)NS(=O)(=O)C2=CC=C(C=C2)N2CCN(CC2)CC2=C(CC(CC2)(C)C)C2=CC=C(C=C2)Cl)C=C(C(=C1)NCC1CCOCC1)[N+](=O)[O-] 2-Chloro-N-[4-[4-[[2-(4-chlorophenyl)-4,4-dimethylcyclohexen-1-yl]methyl]piperazin-1-yl]phenyl]sulfonyl-5-nitro-4-(tetrahydropyran-4-ylmethylamino)benzamide